1-(TERT-BUTOXYCARBONYL)INDOLE-3-BORONIC ACID C(C)(C)(C)OC(=O)N1C=C(C2=CC=CC=C12)B(O)O